3-[6-(4,4-difluoropiperidin-1-yl)-5-fluoropyridin-3-yl]-1,2-thiazole-5-carboxylic acid FC1(CCN(CC1)C1=C(C=C(C=N1)C1=NSC(=C1)C(=O)O)F)F